C[SiH](O[Si](C)(C)C)O[Si](C)(C)C 1,3,3,3-tetramethyl-1-[(trimethylsilyl)oxy]disiloxane